FC1=C(C=C(C=C1)F)[C@@](CN1N=CN=C1)([C@@H](C)SSCCCC=1C=NC=CC1)O (2R,3R)-2-(2,5-difluorophenyl)-3-((3-(pyridin-3-yl)propyl)disulfanyl)-1-(1H-1,2,4-triazol-1-yl)butan-2-ol